4',4''-bis(benzo(d)thiazol-2-yl)-1,1':3',1''-terphenyl S1C(=NC2=C1C=CC=C2)C2=C(C=C(C=C2)C2=CC=CC=C2)C2=CC=C(C=C2)C=2SC1=C(N2)C=CC=C1